(R)-2-(1-aminoethyl)phenol N[C@H](C)C1=C(C=CC=C1)O